OC1=CC=C2N(CCC3=CC=CC=C23)C1=O 3-hydroxy-6,7-dihydro-4H-pyrido[2,1-a]isoquinolin-4-one